cis-dichlorobis(pyridyl)platinum Cl[Pt](C1=NC=CC=C1)(C1=NC=CC=C1)Cl